4-(4-fluorophenyl)-5,6,7,8-tetrahydroquinoline-3-carbonitrile FC1=CC=C(C=C1)C1=C(C=NC=2CCCCC12)C#N